C(C)(C)C=1C2=C(NC1C=1C=C(C=3N(C1)N=CN3)C)C=C(S2)C=2SC(=NN2)C2CCNCC2 6-isopropyl-5-(8-methyl-[1,2,4]triazolo[1,5-a]pyridin-6-yl)-2-(5-(piperidin-4-yl)-1,3,4-thiadiazol-2-yl)-4H-thieno[3,2-b]pyrrole